1-(3,4-Diethoxybenzyl)-6,7-diethoxyisoquinoline C(C)OC=1C=C(CC2=NC=CC3=CC(=C(C=C23)OCC)OCC)C=CC1OCC